CC1=C(C=NC=2OCCNC21)N2CC=1N=C(N=CC1CC2)NC=2C=NC=1CCC(CC1C2)O 3-((7-(8-methyl-2,3-dihydro-1H-pyrido[2,3-b][1,4]oxazin-7-yl)-5,6,7,8-tetrahydropyrido[3,4-d]pyrimidin-2-yl)amino)-5,6,7,8-tetrahydroquinolin-6-ol